C(=O)(O)[C@@H](C)OC(CCCCCCCCCCCCCCCCC)=O octadecanoic acid (R)-1-carboxy-ethyl ester